Cl.N[C@@H]1C(N(CCCC1)C)=O (3S)-3-amino-1-methylazepan-2-one hydrochloride